1-(1-(4-(1-(2,6-dichlorophenyl)azetidin-3-yl)-2-methylphenyl)ethyl)-piperidine-4-carboxylic acid methyl ester COC(=O)C1CCN(CC1)C(C)C1=C(C=C(C=C1)C1CN(C1)C1=C(C=CC=C1Cl)Cl)C